bis(sec-butylamino)diallylsilane C(C)(CC)N[Si](CC=C)(CC=C)NC(C)CC